4-(4-{4-[4-(1,3-dioxolan-2-yl)piperidin-1-yl]-2,6-difluorophenyl}piperidin-1-yl)-3-fluoro-2-(trifluoromethyl)benzonitrile O1C(OCC1)C1CCN(CC1)C1=CC(=C(C(=C1)F)C1CCN(CC1)C1=C(C(=C(C#N)C=C1)C(F)(F)F)F)F